ethyl 4-(3-methyl-2-(4-fluorophenyl)-1H-indole-5-sulfonamido)benzoate CC1=C(NC2=CC=C(C=C12)S(=O)(=O)NC1=CC=C(C(=O)OCC)C=C1)C1=CC=C(C=C1)F